1,3,5-triazin-2-amine N1=C(N=CN=C1)N